FC(C(C(C(F)(F)F)(F)F)(F)F)(S(=O)(=O)OCC(F)(F)F)F 2,2,2-trifluoroethyl 1,1,2,2,3,3,4,4,4-nonafluorobutane-1-sulfonate